C(C)(C)(C)C1=CC=C(OP(=O)(OC2=C(C(=C(C(=C2F)F)F)F)F)N[C@H](C(=O)OC2CC3(C2)CCC3)C)C=C1 spiro[3.3]heptan-2-yl (2S)-2-[[(4-tert-butylphenoxy)-(2,3,4,5,6-pentafluorophenoxy)phosphoryl]amino]propanoate